ClCC(=O)[O-].ClCC(=O)O.[Na+] sodium chloroacetate (chloroacetate)